C(C(C)C)[Al](OC1=C(C=CC=C1C(C)(C)C)C(C)(C)C)OC1=C(C=CC=C1C(C)(C)C)C(C)(C)C isobutyl-bis(2,6-di-t-butylphenoxy)aluminum